FC=1C(=CC=2C3=C(N=NC2C1)N(C(N3C(C)C)=O)C)C=3C=NC(=CC3)OCCCN3CCCC3 7-Fluoro-1-isopropyl-3-methyl-8-(6-(3-(pyrrolidin-1-yl)propoxy)pyridin-3-yl)-1H-imidazo[4,5-c]cinnolin-2(3H)-one